(6-Amino-1,3-dihydroisobenzofuran-5-yl)methanol NC1=C(C=C2COCC2=C1)CO